N-tert-butyl-3-[[2-(2-fluoro-6-methoxy-phenyl)acetyl]amino]benzamide ethyl-(S)-1-(((4-(2-chloro-4-fluorophenyl)-2-oxo-2H-chromen-7-yl)methyl)(methyl)carbamoyl)piperidine-3-carboxylate C(C)OC(=O)[C@@H]1CN(CCC1)C(N(C)CC1=CC=C2C(=CC(OC2=C1)=O)C1=C(C=C(C=C1)F)Cl)=O.C(C)(C)(C)NC(C1=CC(=CC=C1)NC(CC1=C(C=CC=C1OC)F)=O)=O